C(C)(C)N(C1=CC=C(C=C1)C)C(C)C N,N-Diisopropyl-para-toluidin